(4-{6-amino-5-[1-(2,6-dichloro-3-fluoro-phenyl)-ethoxy]-pyridin-3-yl}-phenyl)-pyrrolidin-1-yl-methanone NC1=C(C=C(C=N1)C1=CC=C(C=C1)C(=O)N1CCCC1)OC(C)C1=C(C(=CC=C1Cl)F)Cl